Hydroxy-Prolinol Succinate C(CCC(=O)O)(=O)O.ON1[C@@H](CCC1)CO